di-tert-butyl ((4S)-3-hydroxy-5-(3-phenyl-1H-indole-2-carboxamido)pentane-1,4-diyl)dicarbamate OC(CCNC(OC(C)(C)C)=O)[C@H](CNC(=O)C=1NC2=CC=CC=C2C1C1=CC=CC=C1)NC(OC(C)(C)C)=O